(4-((2-(piperazin-1-yl)ethoxy)methyl)piperidin-1-yl)methanone N1(CCNCC1)CCOCC1CCN(CC1)C=O